ClC=1C=C(CN2C(C3=CC=C(C=C3C(C2(C)C)C(=O)O)C2=C(C=CC=C2)C(F)(F)F)=O)C=CC1Cl 2-(3,4-dichlorobenzyl)-3,3-dimethyl-1-oxo-6-(2-(trifluoromethyl)phenyl)-1,2,3,4-tetrahydroisoquinoline-4-carboxylic acid